FC=1C=C(C(=O)OC)C=CC1C1=NC=CC(=C1)C1=CC=2C(NCCC2N1)=O Methyl 3-fluoro-4-(4-(4-oxo-4,5,6,7-tetrahydro-1H-pyrrolo[3,2-c]pyridin-2-yl)pyridin-2-yl)benzoate